(S)-4-((S)-2-(2-((3-(1H-tetrazol-5-yl)phenyl)amino)-2-oxoacetamido)propanamido)-5-oxo-6-(2,3,5,6-tetrafluorophenoxy)hexanoic acid N1N=NN=C1C=1C=C(C=CC1)NC(C(=O)N[C@H](C(=O)N[C@@H](CCC(=O)O)C(COC1=C(C(=CC(=C1F)F)F)F)=O)C)=O